3,3-diphenyl-1,5-pentanediol C1(=CC=CC=C1)C(CCO)(CCO)C1=CC=CC=C1